N-{4-[(pyrrolidin-1-yl)methyl]phenyl}-5H,6H,7H,8H-pyrido[3,4-d]pyrimidin-2-amine N1(CCCC1)CC1=CC=C(C=C1)NC=1N=CC2=C(N1)CNCC2